(R)-6,7,8-trifluoro-3-(4-methoxyphenyl)-2-(pyrrolidin-2-yl)quinazolin-4(3H)-one FC=1C=C2C(N(C(=NC2=C(C1F)F)[C@@H]1NCCC1)C1=CC=C(C=C1)OC)=O